COCC1(COC1)C(=O)N1[C@H](COC2=C(C1)C=CC(=C2)C2=NOC(=N2)C(F)(F)F)C2=CC=CC=C2 (3S)-4-{[3-(methoxymethyl)oxetan-3-yl]carbonyl}-3-phenyl-8-[5-(trifluoromethyl)-1,2,4-oxadiazol-3-yl]-3,5-dihydro-2H-1,4-benzoxazepine